[Cl-].C(CCC)O[Ti+2]OCCCC.[Cl-] dibutoxytitanium chloride